4-bromo-3-methyl-7-(trifluoromethyl)quinolone BrC1=C(C(NC2=CC(=CC=C12)C(F)(F)F)=O)C